di-tert-butyl-(2S,4R)-4-hydroxypyrrolidine-1,2-dicarboxylic acid di-tert-butyl ester C(C)(C)(C)OC(=O)N1[C@](C([C@H](C1)O)C(C)(C)C)(C(=O)OC(C)(C)C)C(C)(C)C